triacontyl palmitoleate C(CCCCCCC\C=C/CCCCCC)(=O)OCCCCCCCCCCCCCCCCCCCCCCCCCCCCCC